tert-butyl (2R,5R)-4-(8-(cyanomethyl)-3,9-dimethyl-2-oxo-3,9-dihydro-2H-purin-6-yl)-5-(methoxymethyl)-2-methylpiperazine-1-carboxylate C(#N)CC=1N(C=2N(C(N=C(C2N1)N1C[C@H](N(C[C@@H]1COC)C(=O)OC(C)(C)C)C)=O)C)C